C(=O)(O)[C@H](CCC(=O)O)NC(=O)N([C@@H](CS)C(=O)O)CC1=CC=C(C=C1)[18F] N-[N-[(S)-1,3-Dicarboxypropyl]carbamoyl]-4-[18F]fluorobenzyl-l-cysteine